[Si](C)(C)(C(C)(C)C)OCCN1C(CCC1)(C(=O)O)C 1-{2-[(tert-butyldimethylsilyl)oxy]ethyl}-2-methylpyrrolidine-2-carboxylic acid